C(C)(C)(C)OC(=O)C=C1C(C=CC=C1)P(C1=CC=CC=C1)C1=CC=CC=C1 (tert-butoxycarbonylmethylene)triphenylphosphane